FC(OC1=CC(=NN1)NC1=NC(=CN=C1)O[C@]1(CCNCCC1)C)F (R)-N-(5-(difluoromethoxy)-1H-pyrazol-3-yl)-6-((4-methylazepan-4-yl)oxy)pyrazin-2-amine